C[Si](N([Si](C)(C)C)CCC[Si](OCC)(OCC)C)(C)C 3-(N,N-bis(trimethylsilyl))aminopropyl-methyl-diethoxysilane